FC(C=1C=CC(=C2CCCSC12)C1=C(C(N(N=C1)C)=O)OC)(F)F 5-(8-(trifluoromethyl)thiochroman-5-yl)-4-methoxy-2-methylpyridazin-3(2H)-one